(R)-6-bromo-N-(4-cyclohexylphenyl)-2-(2-methylmorpholino)pyrido[2,3-d]Pyrimidin-4-amine BrC1=CC2=C(N=C(N=C2NC2=CC=C(C=C2)C2CCCCC2)N2C[C@H](OCC2)C)N=C1